N-(5-(2-((1S,4R)-2-azabicyclo[2.2.1]heptan-2-yl)acetamido)-2-methylpyridin-3-yl)-7-methyl-4,5,6,7-tetrahydro-[3,6'-bipyrazolo[1,5-a]pyrazine]-3'-carboxamide [C@H]12N(C[C@H](CC1)C2)CC(=O)NC=2C=C(C(=NC2)C)NC(=O)C=2C=NN1C2C=NC(=C1)C=1C=NN2C1CNCC2C